2-((2S,3S,4S)-2-((Benzylamino)methyl)-5-chloro-6-fluoro-3-methyl-2-phenyl-2,3-dihydrobenzofuran-4-yl)-3-fluoro-4-((2S)-2-((tetrahydro-2H-pyran-2-yl)oxy)propoxy)benzonitrile C(C1=CC=CC=C1)NC[C@@]1(OC2=C([C@@H]1C)C(=C(C(=C2)F)Cl)C2=C(C#N)C=CC(=C2F)OC[C@H](C)OC2OCCCC2)C2=CC=CC=C2